COC=1C=C(OCC2CC(C2)C(=O)OC)C=C(C1)[N+](=O)[O-] (1r,3r)-methyl 3-((3-methoxy-5-nitrophenoxy)methyl)cyclobutanecarboxylate